C(CCCCCC(C)(C)C)(=O)OC=C vinyl neodecanate